N-[4-fluoro-5-(2-morpholin-4-ylpyrimidin-5-yl)-2-[rac-(3R,4R)-3-[ethyl(methyl)amino]-4-fluoropyrrolidin-1-yl]phenyl]-6-oxo-4-(trifluoromethyl)-1H-pyridine-3-carboxamide FC1=CC(=C(C=C1C=1C=NC(=NC1)N1CCOCC1)NC(=O)C1=CNC(C=C1C(F)(F)F)=O)N1C[C@H]([C@@H](C1)F)N(C)CC |r|